C(C)(=O)NC(=CP(C1=CC=CC=C1)C1=CC=CC=C1)C=1OC=CC1 1-acetamido-2-(diphenylphosphino)-1-(2-furanyl)ethylene